C1(CCC1)C1=CC=C2C=CC(=NC2=C1C1=NN(C=N1)C1=CC=CC=C1)OC 7-cyclobutyl-2-methoxy-8-(1-phenyl-1H-1,2,4-triazol-3-yl)quinoline